N-methyl-N-(sec-butyl)-amine CNC(C)CC